OC1(CC(C1)C(=O)N1CC2(C1)C[C@@H](CC2)C2=CC(=CC(=C2)C)OC)C |r| (rac)-((1s,3s)-3-Hydroxy-3-methylcyclobutyl)(6-(3-methoxy-5-methylphenyl)-2-azaspiro[3.4]octan-2-yl)methanon